tert-butyl N-[[2-chloro-4-(2-trimethylsilylethynyl)phenyl]methyl]carbamate ClC1=C(C=CC(=C1)C#C[Si](C)(C)C)CNC(OC(C)(C)C)=O